C(C)(C)(C)OC(=O)NC1(CCN(CC1)C1=CN=C2C(=N1)N(N=C2SC=2C(=NC=CC2)C(=O)OC)CC2=CC=C(C=C2)OC)C methyl 3-((6-(4-((tert-butoxycarbonyl)amino)-4-methylpiperidin-1-yl)-1-(4-methoxybenzyl)-1H-pyrazolo[3,4-b]pyrazin-3-yl)thio)picolinate